2-[1-(2,2-difluoroethyl)hexahydropyridin-4-yl]-5-(hexahydropyridin-2-yl)benzo[2,1-d][1,3]thiazole FC(CN1CCC(CC1)C=1SC2=C(N1)C=C(C=C2)C2NCCCC2)F